1-(2-chloro-3-(trifluoromethyl)phenyl)ethan-1-one ClC1=C(C=CC=C1C(F)(F)F)C(C)=O